ClC1=CNC2=NC=CC(=C21)OC2=CC(=C(C=C2)NC(OC2=CC=CC=C2)=O)F phenyl (4-((3-chloro-1H-pyrrolo[2,3-b]pyridin-4-yl)oxy)-2-fluorophenyl)carbamate